4-((Dimethylamino) methyl)-3-(3-((ethylsulfonyl) methyl)-2-fluorobenzyl)-2-oxo-2H-benzopyran-7-yl dimethylcarbamate CN(C(OC1=CC2=C(C(=C(C(O2)=O)CC2=C(C(=CC=C2)CS(=O)(=O)CC)F)CN(C)C)C=C1)=O)C